FC(OC=1C=C(C=C2CN(C(C12)=O)C1C(NC(CC1)=O)=O)N1CCN(CC1)CCC1(CC(C1)OC1=CC=C(C=C1)[C@H]1[C@H](CCC2=CC(=CC=C12)O)C1=CC=CC=C1)O)F 3-[7-(difluoromethoxy)-5-[4-[2-[1-hydroxy-3-[4-[(1R,2S)-6-hydroxy-2-phenyl-tetralin-1-yl]phenoxy]cyclobutyl]ethyl]piperazin-1-yl]-1-oxo-isoindolin-2-yl]piperidine-2,6-dione